C1C(=NC2=C(N1)N=C(NC2=O)N)COP(=O)([O-])OP(=O)([O-])[O-] The molecule is trianion of (2-amino-4-hydroxy-7,8-dihydropteridin-6-yl)methyl diphosphate arising from deprotonation of the three diphosphate OH groups. It has a role as a Saccharomyces cerevisiae metabolite. It is a conjugate base of a (2-amino-4-hydroxy-7,8-dihydropteridin-6-yl)methyl trihydrogen diphosphate. It is a tautomer of a (7,8-dihydropterin-6-yl)methyl diphosphate(3-).